3-(2-{[(3S)-6,6-dimethylpiperidin-3-yl]amino}-5-(trifluoromethyl)pyrimidin-4-yl)-7-(2,2-dimethylpropyl)-1H,4H,5H,6H,7H,8H-pyrrolo[2,3-c]azepin-8-one CC1(CC[C@@H](CN1)NC1=NC=C(C(=N1)C1=CNC=2C(N(CCCC21)CC(C)(C)C)=O)C(F)(F)F)C